Cl.NC1(CCCCC1)CNC(=O)C=1OC2=CC=C(C=C2C(C1)=O)F N-[(1-aminocyclohexyl)methyl]-6-fluoro-4-oxo-chromene-2-carboxamide hydrochloride